6-(4-(difluoromethoxy)phenyl)-1-(2-morpholinylethyl)-2-oxo-1,2-dihydro-1,8-naphthyridine-3-carboxamide FC(OC1=CC=C(C=C1)C=1C=C2C=C(C(N(C2=NC1)CCN1CCOCC1)=O)C(=O)N)F